C1(CC1)CNC1(CN(C1)C1=NC=C(C=C1C#N)C1=NNC2=CC(=C(C=C12)O[C@H](C)C1=C(C=NC=C1Cl)Cl)OC)C [3-(cyclopropylmethylamino)-3-methyl-azetidin-1-yl]-5-[5-[(1R)-1-(3,5-dichloro-4-pyridinyl)ethoxy]-6-methoxy-1H-indazol-3-yl]pyridine-3-carbonitrile